8-({1-[(2S)-2-amino-2-phenylacetyl]azetidin-3-yl}oxy)-4,4-dihydroxy-5-oxa-4-boranuidabicyclo[4.4.0]deca-1(6),7,9-triene-7-carboxylic acid disodium salt [Na+].[Na+].N[C@H](C(=O)N1CC(C1)OC1=C(C=2O[B-](CCC2C=C1)(O)O)C(=O)O)C1=CC=CC=C1.N[C@H](C(=O)N1CC(C1)OC1=C(C=2O[B-](CCC2C=C1)(O)O)C(=O)O)C1=CC=CC=C1